NC1=C2C(=NC=N1)N(N=C2C2=NOC(=C2C2=CC=C(C=N2)C2C[C@H]1CC[C@@H](C2)N1C(=O)OC(C)(C)C)C1CC1)C(C)C tert-butyl (1R,3r,5S)-3-(6-(3-(4-amino-1-isopropyl-1H-pyrazolo[3,4-d]pyrimidin-3-yl)-5-cyclopropylisoxazol-4-yl)pyridin-3-yl)-8-azabicyclo[3.2.1]octane-8-carboxylate